C(#N)C(=CC(=O)OCC)CC 3-cyano-1-ethoxy-1-oxopent-2-en